The molecule is a nucleobase analogue that is uracil substituted with a (4-hydroxybutyl)amino group at position 6 and an (E)-(2-oxopropylidene)amino group at position 5; one of 20 modifications to the potent microbial riboflavin-based metabolite antigen 5-(2-oxopropylideneamino)-6-D-ribityl aminouracil (5-OP-RU), an activator of mucosal-associated invariant T (MAIT) cells when presented by the MR1 protein (reported in MED:32123373). It has a role as an epitope. It is a pyrimidone and a nucleobase analogue. It derives from a uracil. CC(=O)C=NC1=C(NC(=O)NC1=O)NCCCCO